OC(C(C)=O)C1=CC=C(C=C1)O 1-hydroxy-1-(4-hydroxyphenyl)propan-2-one